tert-butyl 2-(aminomethyl)-5,5-difluoropiperidine-1-carboxylate NCC1N(CC(CC1)(F)F)C(=O)OC(C)(C)C